S(=O)(=O)(C1=CC=C(C)C=C1)C1=CC=C(C=C1)N1C(NN=C1)=S 4-(4-tosylphenyl)-2,4-dihydro-3H-1,2,4-triazole-3-thione